FC(CN1C(C=CC2=C1N=C(N=C2)N[C@@H](C)C2=CC=C(C=C2)CN2CCC(CC2)(F)F)=O)(CF)CF 8-[2,3-difluoro-2-(fluoromethyl)propyl]-2-{[(1S)-1-{4-[(4,4-difluoropiperidin-1-yl)methyl]phenyl}ethyl]amino}pyrido[2,3-d]pyrimidin-7(8H)-one